dipotassium [(sulfonatoperoxy)sulfonyl]oxidanide S(=O)(=O)([O-])OOS(=O)(=O)[O-].[K+].[K+]